4-(dimethylamino)-5-methyl-1-(piperidin-4-ylmethyl)-1,5-dihydro-2H-pyrrolo[3,2-d]pyrimidin-2-one CN(C=1C2=C(N(C(N1)=O)CC1CCNCC1)C=CN2C)C